CC=1C=C(C=C2C(NC(=NC12)C1=NC=CC(=C1)C(F)(F)F)=O)CCN1CC(N(CC1)C)=O 8-methyl-6-[2-(4-methyl-3-oxo-piperazin-1-yl)ethyl]-2-[4-(trifluoromethyl)-2-pyridinyl]-3H-quinazolin-4-one